F[C@H]1C2(OCCO2)CCNC1 |r| rac-6-fluoro-1,4-dioxa-8-azaspiro[4.5]decane